(3R,5S)-8-(2-amino-6-((R)-1-(4-chloro-2-(5,6-dihydro-2H-pyran-3-yl)phenyl)-2,2,2-trifluoroethoxy)pyrimidine-4-yl)-2-azaspiro[4.5]dec-7-ene-3-carboxylic acid hydrochloride Cl.NC1=NC(=CC(=N1)C1=CC[C@]2(C[C@@H](NC2)C(=O)O)CC1)O[C@@H](C(F)(F)F)C1=C(C=C(C=C1)Cl)C=1COCCC1